6-((1-Acryloylpiperidin-4-yl)oxy)-4-((3,4-dichloro-2-fluorophenyl)amino)-7-methoxyquinoline-3-carbonitrile C(C=C)(=O)N1CCC(CC1)OC=1C=C2C(=C(C=NC2=CC1OC)C#N)NC1=C(C(=C(C=C1)Cl)Cl)F